COC(\C=C/C1=CC(=C(C=C1)F)C#N)=O (2Z)-3-(3-cyano-4-fluorophenyl)prop-2-enoic acid methyl ester